C(C)(C)(C)OC(=O)N1CCC(CC1)(C)OC1=C2C=NN(C2=CC(=C1)C1=CC=C(C=C1)O)C1OCCCC1 4-((6-(4-hydroxyphenyl)-1-(tetrahydro-2H-pyran-2-yl)-1H-indazol-4-yl)oxy)-4-methylpiperidine-1-carboxylic acid tert-butyl ester